(3R)-3-[6-[2-cyano-3-[[ethyl(methyl)sulfamoyl]amino]-6-fluoro-anilino]-5-fluoro-4-oxo-quinazolin-3-yl]-1-oxa-8-azaspiro[4.5]decane hydrochloric acid salt Cl.C(#N)C1=C(NC=2C(=C3C(N(C=NC3=CC2)[C@H]2COC3(C2)CCNCC3)=O)F)C(=CC=C1NS(N(C)CC)(=O)=O)F